methyl (S,E)-2-(2-chlorophenyl)-2-(2-(2-hexenoyloxy)-6,7-dihydrothieno[3,2-c]pyridin-5(4H)-yl)-acetate ClC1=C(C=CC=C1)[C@@H](C(=O)OC)N1CC2=C(CC1)SC(=C2)OC(\C=C\CCC)=O